(3S,4S)-N3,N4-bis((1S,2R)-2-phenylcyclopropyl)pyrrolidine-3,4-dicarboxamide hydrogen chloride Cl.C1(=CC=CC=C1)[C@@H]1[C@H](C1)NC(=O)[C@@H]1CNC[C@H]1C(=O)N[C@@H]1[C@H](C1)C1=CC=CC=C1